C(C)(C)(C)OC(=O)C=1C=C2N=C(C=NC2=CC1)CBr 3-(Bromomethyl)quinoxaline-6-carboxylic acid tert-butyl ester